2-Ethylpyrazolo[4,3-c]pyridin-7-amine C(C)N1N=C2C(C=NC=C2N)=C1